BrC=1C=C(C=CC1F)NC(=NO)C1=NON=C1NCCCS(NCC)(=O)=O N-(3-bromo-4-fluorophenyl)-N'-hydroxyl-4-((3-(N-ethylsulfamoyl)propyl)-amino)-1,2,5-oxadiazol-3-formamidine